4-amino-6-methoxy-N-[4-(methoxymethyl)phenyl]-7-(1-methylcyclopropyl)-7H-pyrrolo[2,3-d]pyrimidine-5-carboxamide NC=1C2=C(N=CN1)N(C(=C2C(=O)NC2=CC=C(C=C2)COC)OC)C2(CC2)C